FC1=CC(=CC=C1)C1CCC(CC1)OC\C=C\[N+](=O)[O-] 1-fluoro-3-[4-[(E)-3-nitroallyloxy]cyclohexyl]benzene